COC=1C=C2C(=CC=NC2=CC1OC)OC1=C(C(=C(C=C1)N1C(N(CC1O)C=1C=NC=C(C1)C(F)(F)F)=O)F)CC 3-{4-[(6,7-dimethoxy-4-quinolinyl)oxy]-3-ethyl-2-fluorophenyl}-4-hydroxy-1-[5-(trifluoromethyl)-3-pyridinyl]-2-imidazolidinone